ethane-1,2-diylbis(2-(vinylthio) ethyl) dithionate S1(=O)(=O)OCC(SC=C)CCC(COS1(=O)=O)SC=C